4-(2-(4-hydroxyphenyl)propan-2-yl)phenol OC1=CC=C(C=C1)C(C)(C)C1=CC=C(C=C1)O